2-phosphonobutane-1,2,3-tricarboxylic acid P(=O)(O)(O)C(CC(=O)O)(C(C)C(=O)O)C(=O)O